O1C(=NC2=C1C=CC=C2)C=2OC1=C(N2)C=CC=C1 bibenzoOxazoline